ClC=1C(N(C=CC1Cl)C1=CC=C(C=C1)N1N=CC(=C1C(F)(F)F)C=1OC(=NN1)CC)=O 3,4-dichloro-1-(4-(4-(5-ethyl-1,3,4-oxadiazol-2-yl)-5-(trifluoromethyl)-1H-pyrazol-1-yl)phenyl)pyridin-2(1H)-one